5-Amino-N-(1-(1-(ethylsulfonyl)piperidin-4-yl)ethyl)-2-methylbenzamide NC=1C=CC(=C(C(=O)NC(C)C2CCN(CC2)S(=O)(=O)CC)C1)C